C(C)(C)(C)OC([C@H](CCC(=O)O)NC(=O)OCC1C2=CC=CC=C2C=2C=CC=CC12)=O (4S)-5-(tert-butoxy)-4-({[(9H-fluoren-9-yl)methoxy]carbonyl}amino)-5-oxopentanoic acid